4,6-dimethoxy-1,3,5-triazin-2-yl-(3r,5r,7r)-adamantane-1-carboxylate COC1=NC(=NC(=N1)OC)OC(=O)C12CC3CC(CC(C1)C3)C2